3,4-Dichloro-7,8-dihydropyrido[1,2-a]indol-9(6H)-one ClC1=CC=C2C=C3N(C2=C1Cl)CCCC3=O